C(CC)OCC(=O)C(C(C)=O)(C(C)=O)OCCC.[Hf] hafnium dipropoxydiacetylacetone